C(C)(C)(C)C1=CC=C(C=C1)N(C(=O)[C@@]1(NCC1)C)C(C(=O)NC1CCCCC1)C=1C=NC=CC1 (2R)-N-(4-tert-butylphenyl)-N-[2-(cyclohexylamino)-2-oxo-1-(3-pyridyl)ethyl]-2-methyl-azetidine-2-carboxamide